C(C)OC1=C(C=CC(=C1)C)O[C@H](C/C=C/C)CCCCCC (S,E)-2-ethoxy-4-methyl-1-(undec-2-en-5-yloxy)benzene